FC1=CC=C(OC2=CC=C(C=N2)S(=O)(=O)N2[C@H]([C@@H]3CC[C@H](C2)N3C(=O)OC)C(NO)=O)C=C1 methyl (1S,2R,5R)-3-((6-(4-fluoro-phenoxy)pyridin-3-yl)sulfonyl)-2-(hydroxycarbamoyl)-3,8-diazabicyclo-[3.2.1]octane-8-carboxylate